3-(1,3-dithian-2-yl)-6-chloro-1H-indole S1C(SCCC1)C1=CNC2=CC(=CC=C12)Cl